pyrrolocyclooctyne C1CCC2=C(C=CN2)C#CC1